benzhydryl (3R,SR,6R)-3-(4-(((E)-benzylidene)amino)-5-oxo-4,5-dihydro-1H-1,2,4-triazol-1-yl)-7-oxo-6-(2-phenylacetamido)-4-thia-1-azabicyclo[3.2.0]heptane-3-carboxylate C(/C1=CC=CC=C1)=N\N1C=NN(C1=O)[C@@]1(CN2C([C@H]([C@@H]2S1)NC(CC1=CC=CC=C1)=O)=O)C(=O)OC(C1=CC=CC=C1)C1=CC=CC=C1 |&1:19|